C1(=CC=CC=C1)CCS(=O)(=O)N 2-phenyl-ethanesulfonamide